CC1(C(C(=CC2(CN(CCO2)C2=CNC(C=C2)=O)C1)C#N)=O)C 10,10-dimethyl-9-oxo-4-(6-oxo-1,6-dihydropyridin-3-yl)-1-oxa-4-azaspiro[5.5]undec-7-ene-8-carbonitrile